C(C)NC(C([C@H](C[C@H]1C(NCC1)=O)NC([C@@H](CC1(CCC1)C)NC(O[C@@H](C(F)(F)C1=CC(=CC=C1)Cl)C1=CC=CC=C1)=O)=O)=O)=O (R)-2-(3-chlorophenyl)-2,2-difluoro-1-phenylethyl ((R)-1-(((S)-4-(ethylamino)-3,4-dioxo-1-((S)-2-oxopyrrolidin-3-yl)butan-2-yl)amino)-3-(1-methylcyclobutyl)-1-oxopropan-2-yl)carbamate